2-fluoro-6-(4-(hydroxymethyl)-1H-1,2,3-triazol-1-yl)-3-methoxybenzoic acid ethyl ester C(C)OC(C1=C(C(=CC=C1N1N=NC(=C1)CO)OC)F)=O